COC=1C=C2C=CN(C2=CC1)COC 5-methoxy-1-(methoxymethyl)-1H-indol